N-(6-aminopyrimidin-4-yl)cyclopropanecarboxamide C1CC1C(=O)NC2=NC=NC(=C2)N